CC(C)(C)C(=O)C(=NC1=CC=C(C=C1)Cl)NNC2=CC=C(C=C2)Cl The molecule is an imidohydrazide resulting from the formal condensation of the hydrazide carbonyl group of N'-(p-chlorophenyl)-3,3-dimethyl-2-oxobutanehydrazide with the amino group of p-chloroaniline. A potent and selective antagonist of sphingosine-1-phosphate receptor 3 (S1PR3). It has a role as a sphingosine-1-phosphate receptor 3 antagonist. It is a member of monochlorobenzenes and an imidohydrazide.